C1(=CC=CC2=CC=CC=C12)CCNC1=CC=NC=N1 6-(2-naphthalen-1-yl-ethylamino)-pyrimidin